BrC1=CC(=NNC1=O)C(=O)OC methyl 5-bromo-6-oxo-1,6-dihydro-3-pyridazinecarboxylate